C1(=CC=CC=C1)C1=NC2=C(OC1)C=CC=C2 3-phenyl-2H-benzo[b][1,4]oxazine